tert-butyl (3-((3-(1-aminoethyl)benzyl)oxy)propyl)(methyl)carbamate NC(C)C=1C=C(COCCCN(C(OC(C)(C)C)=O)C)C=CC1